ClC1=CC=C(CN2C(=CC=3C2=NC=C(C3)OC)CC(C(=O)OCC)(C)C)C=C1 ethyl 3-(1-(4-chlorobenzyl)-5-methoxy-1H-pyrrolo[2,3-b]pyridin-2-yl)-2,2-dimethylpropanoate